N[C@H](C=1N=C2N(N=CC(=C2)[C@H](COC)NC(CC2CC(C2)(F)F)=O)C1)C1CCC(CC1)(F)F |o1:10| N-((R*)-1-(2-((S)-Amino(4,4-difluorocyclohexyl)methyl)imidazo[1,2-b]pyridazin-7-yl)-2-methoxyethyl)-2-(3,3-difluorocyclobutyl)acetamide